N-[7-{4-(trifluoromethoxy)phenoxy}chroman-4-yl]acrylamide tert-butyl-2-chloro-5H,6H,8H-pyrido[3,4-d]pyrimidine-7-carboxylate C(C)(C)(C)OC(=O)N1CC=2N=C(N=CC2CC1)Cl.FC(OC1=CC=C(OC2=CC=C3C(CCOC3=C2)NC(C=C)=O)C=C1)(F)F